(4-nitrophenyl)-5-(p-tolyl)-3-(trifluoromethyl)-1H-pyrazole-4-carbonitrile [N+](=O)([O-])C1=CC=C(C=C1)N1N=C(C(=C1C1=CC=C(C=C1)C)C#N)C(F)(F)F